FC(C1=NN(C(=C1C(=O)N1CCC(CC1)OC=1C=CC=C2C(=NN(C12)C)C1C(NC(CC1)=O)=O)F)C)F 3-(7-((1-(3-(difluoromethyl)-5-fluoro-1-methyl-1H-pyrazole-4-carbonyl)-piperidin-4-yl)oxy)-1-methyl-1H-indazol-3-yl)piperidine-2,6-dione